5-[1-[(1-cyano-cyclobutyl)-methyl]-8-(ethyl-methyl-amino)-2-oxo-8-phenyl-1,3-diazaspiro[4.5]decan-3-yl]-pyrimidine-2-carbonitrile C(#N)C1(CCC1)CN1C(N(CC12CCC(CC2)(C2=CC=CC=C2)N(C)CC)C=2C=NC(=NC2)C#N)=O